5-BROMO-3-PHENYL-1-[4-(TRIFLUOROMETHYL)PHENYL]-1H-PYRAZOLE-4-CARBOXALDEHYDE BrC1=C(C(=NN1C1=CC=C(C=C1)C(F)(F)F)C1=CC=CC=C1)C=O